1,2-Dilinoleyloxy-3-(4'-hydroxypiperidino)-propylamine C(CCCCCCC\C=C/C\C=C/CCCCC)OC(C(CN1CCC(CC1)O)OCCCCCCCC\C=C/C\C=C/CCCCC)N